ClC=1C=C(C2=C(C=C(O2)C(N(C)C)=O)C1F)C1=C(C=C(C=C1)N1CCN(CC1)C(=O)OC(C)(C)C)OC Tert-butyl 4-(4-(5-chloro-2-(dimethylcarbamoyl)-4-fluorobenzofuran-7-yl)-3-methoxyphenyl)piperazine-1-carboxylate